2-bromo-4-nitro-benzoic acid BrC1=C(C(=O)O)C=CC(=C1)[N+](=O)[O-]